3-[4-[[1-[[4-[(3R,5R)-5-[(5-chloro-1-methyl-6-oxo-pyridazin-4-yl)amino]-1-methyl-3-piperidyl]phenyl]methyl]-4-piperidyl]oxy]phenyl]piperidine-2,6-dione ClC1=C(C=NN(C1=O)C)N[C@@H]1C[C@@H](CN(C1)C)C1=CC=C(C=C1)CN1CCC(CC1)OC1=CC=C(C=C1)C1C(NC(CC1)=O)=O